ClCC1=CC=C(C=C1)N1C(=NC2=NC=CC=C21)C=2C(=NC=CC2)N 3-(1-(4-(Chloromethyl)phenyl)-1H-imidazo[4,5-b]pyridin-2-yl)pyridin-2-amine